tert-butyl 8-[3-(5-methylthiazol-2-yl)-1-(2-trimethylsilylethoxymethyl)pyrrolo[2,3-b]pyridin-4-yl]-1,8-diazaspiro[3.5]nonane-1-carboxylate CC1=CN=C(S1)C1=CN(C2=NC=CC(=C21)N2CCCC1(CCN1C(=O)OC(C)(C)C)C2)COCC[Si](C)(C)C